(2-methyl-4-(3,5-difluorophenyl)indene) hafnium [Hf].CC=1CC2=CC=CC(=C2C1)C1=CC(=CC(=C1)F)F